5-(3-fluorophenoxy)pyridin-2-amine FC=1C=C(OC=2C=CC(=NC2)N)C=CC1